6-{[3-(2,3-dichloro-6-fluorophenyl)pyrrolidin-3-yl]amino}-8-fluoro-3H-quinazolin-4-one ClC1=C(C(=CC=C1Cl)F)C1(CNCC1)NC=1C=C2C(NC=NC2=C(C1)F)=O